O1C=C(C=C1)/C=C/C(=O)C=1N(C=CC1)C (E)-3-(furan-3-yl)-1-(N-methyl-pyrrol-2-yl)prop-2-en-1-one